ClC=1C=C(C=CC1)[C@@H]1[C@H](C1)C1=NC2=CC(=CC=C2C(=C1)OC)NCC=1N=C2N(C=C(C=C2N2C(CCC2)=O)C2CC2)C1 |o1:7,8| (2-(((2-((1S*,2S*)-2-(3-chlorophenyl)cyclopropyl)-4-methoxyquinolin-7-yl)amino)methyl)-6-cyclopropylimidazo[1,2-a]pyridin-8-yl)pyrrolidin-2-one